C(C)(C)(C)OC(NCC1(CCC1)NC=1C2=C(N=C(N1)N1CCC(CC1)C1=NC=C(C=N1)Cl)CC[S@]2=O)=O |r| (R/S)-tert-butyl((1-((2-(4-(5-chloropyrimidin-2-yl)piperidin-1-yl)-5-oxido-6,7-dihydrothieno[3,2-d]pyrimidin-4-yl)amino)cyclobutyl)methyl)carbamate